1-Bromo-3-(1-fluorocyclopropyl)benzene BrC1=CC(=CC=C1)C1(CC1)F